2-bromo-6-methoxy-2'-nitrobiphenyl BrC1=C(C(=CC=C1)OC)C1=C(C=CC=C1)[N+](=O)[O-]